benzyl-dimethyl-phenyl-ammonium phthalate C(C=1C(C(=O)[O-])=CC=CC1)(=O)[O-].C(C1=CC=CC=C1)[N+](C1=CC=CC=C1)(C)C.C(C1=CC=CC=C1)[N+](C)(C)C1=CC=CC=C1